1-(difluoromethoxy)-2-ethoxy-4-(2-(methylsulfonyl)vinyl)benzene FC(OC1=C(C=C(C=C1)C=CS(=O)(=O)C)OCC)F